7-hydroxy-5-methoxy-2-(5-methylthiophen-2-yl)chroman-4-one OC1=CC(=C2C(CC(OC2=C1)C=1SC(=CC1)C)=O)OC